2-[4-[(E)-3-(2,4-Dihydroxyphenyl)-3-oxoprop-1-enyl]-2-methoxyphenoxy]-N-phenylacetamide OC1=C(C=CC(=C1)O)C(/C=C/C1=CC(=C(OCC(=O)NC2=CC=CC=C2)C=C1)OC)=O